Tert-butyl N-[(2S)-3-(3,4-difluorophenyl)-1-(4-[3-[1-(2,6-dioxopiperidin-3-yl)-3-methyl-2-oxo-1,3-benzodiazol-5-yl]propyl]piperidin-1-yl)-1-oxopropan-2-yl]carbamate FC=1C=C(C=CC1F)C[C@@H](C(=O)N1CCC(CC1)CCCC1=CC2=C(N(C(N2C)=O)C2C(NC(CC2)=O)=O)C=C1)NC(OC(C)(C)C)=O